azetidine-1,3-dicarboxylic acid 1-tert-butyl 3-(1,3-dioxo-2,3-dihydro-1H-isoindol-2-yl) ester O=C1N(C(C2=CC=CC=C12)=O)OC(=O)C1CN(C1)C(=O)OC(C)(C)C